tert-butyl 4-(4,4,5,5-tetramethyl-1,3,2-dioxaborolan-2-yl)-3,6-dihydro-2H-pyridin-1-carboxylate CC1(OB(OC1(C)C)C=1CCN(CC1)C(=O)OC(C)(C)C)C